8-bromoquinazolin-4(3H)-one BrC=1C=CC=C2C(NC=NC12)=O